5-(4-chlorobenzyl)-8-isopropyl-2-(6-methoxypyridazin-3-yl)-2,5,8-triazaspiro-[3.5]nonane-6,9-dione ClC1=CC=C(CN2C3(CN(C3)C=3N=NC(=CC3)OC)C(N(CC2=O)C(C)C)=O)C=C1